NC1C(CCC1)=C(F)F 1-amino-2-difluoromethylenecyclopentane